tert-butyl (S)-((1-(6-chloro-4-isopropyl-2,7-naphthyridin-1-yl)pyrrolidin-2-yl)methyl)(methyl)carbamate ClC=1C=C2C(=CN=C(C2=CN1)N1[C@@H](CCC1)CN(C(OC(C)(C)C)=O)C)C(C)C